pentafluorobenzene hydrochloride Cl.FC=1C(=C(C(=C(C1)F)F)F)F